OC1(CCC(CC1)NC(=O)C1CC2CCC(C1)N2)C(C(F)(F)F)(F)F N-(4-hydroxy-4-(perfluoroethyl)cyclohexyl)-8-azabicyclo[3.2.1]octane-3-carboxamide